4-(1-(4-cyclobutyl-5-(2-(methoxymethyl)-1H-imidazol-5-yl)-2-methylbenzoyl)piperidin-4-yl)benzonitrile C1(CCC1)C1=CC(=C(C(=O)N2CCC(CC2)C2=CC=C(C#N)C=C2)C=C1C1=CN=C(N1)COC)C